4-amino-2-({3-[2-(4-chlorophenyl)ethyl]-1,2,4-oxadiazol-5-yl}methyl)-2,3-dihydropyridazin-3-one NC=1C(N(N=CC1)CC1=NC(=NO1)CCC1=CC=C(C=C1)Cl)=O